(R)-6-(tert-butyl)-10-((7-(heptyloxy)-7-oxoheptyl)oxy)-2-oxo-6,7-dihydro-2H-pyrido[2',1':3,4]pyrazino[1,2-b]indazole-3-carboxylic Acid C(C)(C)(C)[C@H]1N2C(C=3N(N=C4C(=CC=CC34)OCCCCCCC(=O)OCCCCCCC)C1)=CC(C(=C2)C(=O)O)=O